methyl 3-((2-(2-chloro-5-(3,5-dimethyl-2,6-dioxo-4-thioxo-1,3,5-triazin-1-yl)-4-fluorophenoxy) propionyl) oxy)-2-methylpropionate ClC1=C(OC(C(=O)OCC(C(=O)OC)C)C)C=C(C(=C1)F)N1C(N(C(N(C1=O)C)=S)C)=O